ClC1=CC=C(C=C1)C=1C(=NC(=NC1)C=1C=NC=CC1)NCC1CCN(CC1)C (4-chlorophenyl)-N-((1-methylpiperidin-4-yl)methyl)-2-(pyridin-3-yl)pyrimidin-4-amine